C1[C@H](C([C@@H](CC1(C(=O)O)O)O)OC(=O)/C=C/C2=CC(=C(C=C2)O)O)O The molecule is a cinnamate ester obtained by formal condensation of the carboxy group of trans-caffeic acid with the 4-hydroxy group of (+)-quinic acid. It has a role as a metabolite and a hepatoprotective agent. It is a cinnamate ester and a cyclitol carboxylic acid. It derives from a (+)-quinic acid and a trans-caffeic acid.